C(=C)C(=O)CCO 2-Hydroxyethyl vinyl ketone